2-((3-(4-((tert-butyldiphenylsilyl)oxy)butoxy)-4-(4-methylpiperazin-1-yl)phenyl)amino)-5-((triisopropylsilyl)ethynyl)pyrido[2,3-d]pyrimidin-7(8H)-one [Si](C1=CC=CC=C1)(C1=CC=CC=C1)(C(C)(C)C)OCCCCOC=1C=C(C=CC1N1CCN(CC1)C)NC=1N=CC2=C(N1)NC(C=C2C#C[Si](C(C)C)(C(C)C)C(C)C)=O